[NH4+].FC(C(=O)[O-])(F)F monotrifluoroacetate ammonium salt